5-(4-(4-methyl-5-(morpholinomethyl)thiophen-2-yl)-6-morpholino-1,3,5-triazin-2-yl)pyrimidin-2-amine CC=1C=C(SC1CN1CCOCC1)C1=NC(=NC(=N1)N1CCOCC1)C=1C=NC(=NC1)N